COC(=O)C(C(NS(=O)(=O)C1=CC=C(C=C1)C)C1=C(C=C(C(=O)OC)C=C1)[N+](=O)[O-])=C methyl 4-(2-(methoxycarbonyl)-1-((4-methylphenyl) sulphonamido) allyl)-3-nitrobenzoate